2-(4-(1-hydroxyethyl)phenyl)propan-2-ol OC(C)C1=CC=C(C=C1)C(C)(C)O